C(C)(C)(C)OC(=O)N[C@H](C(CC([2H])([2H])OC1=NC=CC(=C1)N(C(OC(C)(C)C)=O)C1=CC(=NN1C(C)(C)C)[C@@H]1C[C@@H](CC1)O)(F)F)C tert-butyl (2-(((S)-4-((tert-butoxycarbonyl)amino)-3,3-difluoropentyl-1,1-d2)oxy)pyridin-4-yl)(1-(tert-butyl)-3-((1S,3R)-3-hydroxycyclopentyl)-1H-pyrazol-5-yl)carbamate